N[C@H](C)C1=CC(=NN1C)C1=C2CN(C(C2=CC=C1)=O)C1C(NC(CC1)=O)=O 3-(4-(5-((R)-1-aminoethyl)-1-methyl-1H-pyrazol-3-yl)-1-oxoisoindolin-2-yl)piperidine-2,6-dione